tert-butyl (S)-3-(((S)-1-methoxy-1-oxo-9-(5,6,7,8-tetrahydro-1,8-naphthyridin-2-yl)nonan-2-yl)carbamoyl)morpholine-4-carboxylate COC([C@H](CCCCCCCC1=NC=2NCCCC2C=C1)NC(=O)[C@H]1N(CCOC1)C(=O)OC(C)(C)C)=O